C1(CCCCCC1)CNC(=O)C1=CC2=C(NC(=N2)CC2=CC(=CC=C2)O)C(=C1)F N-(cycloheptylmethyl)-7-fluoro-2-[(3-hydroxyphenyl)methyl]-1H-benzoimidazole-5-carboxamide